BrC1=CC(=C(O[C@H](C(=O)O)C)C=C1)C(C=1SC=CN1)(F)F (2S)-2-{4-bromo-2-[difluoro(1,3-thiazol-2-yl)methyl]phenoxy}propanoic acid